ethyl 4-(2,4,5-trifluorophenyl)butanoate FC1=C(C=C(C(=C1)F)F)CCCC(=O)OCC